NC1=CC2=C(N(N=C2C2=C1C(NC2=O)(O)C2=C(C=CC(=C2)F)Cl)C)F 5-amino-6-(2-chloro-5-fluorophenyl)-3-fluoro-6-hydroxy-2-methyl-7,8-dihydro-6H-pyrrolo[4,3-g]indazol-8-one